(E)-3-(2-p-Tolyl-pyridin-4-ylcarbamoyl)-acrylic acid ethyl ester formic acid salt C(=O)O.C(C)OC(\C=C\C(NC1=CC(=NC=C1)C1=CC=C(C=C1)C)=O)=O